4-(4-fluoro-2-((1,1,1-trifluoropropan-2-yl)oxy)phenyl)-5-iodothiazol-2-amine FC1=CC(=C(C=C1)C=1N=C(SC1I)N)OC(C(F)(F)F)C